t-butyl-2-butan-1-ylbenzoate C(C)(C)(C)OC(C1=C(C=CC=C1)CCCC)=O